2-methyl-5-(3-cyanophenyl)furan-3-carboxylic acid CC=1OC(=CC1C(=O)O)C1=CC(=CC=C1)C#N